4-hydroxypyrazolo[1,5-b]pyridazin-6-yltrisFluoromethanesulfonic acid OC=1C=2N(N=C(C1)OS(=O)(=O)C(F)(F)F)N=CC2